N-[9-chloro-3-(2-chloro-5-fluorophenyl)-6-methyl-1,7-dioxo-2,3-dihydro-1H-pyrrolo[4,3-f]quinolin-4-yl]benzo[b]thiophene-3-carboxamide ClC1=CC(N(C2=CC(=C3C(=C12)C(NC3C3=C(C=CC(=C3)F)Cl)=O)NC(=O)C=3C1=C(SC3)C=CC=C1)C)=O